IndolePyruvate C1=CC=C2C(=C1)C(=CN2)CC(=O)C(=O)O